3-(5-((4-(7-fluoro-2,3-dihydro-4H-benzo[b][1,4]oxazin-4-yl)piperidin-1-yl)methyl)-1-oxoisoindolin-2-yl)piperidine-2,6-dione FC=1C=CC2=C(OCCN2C2CCN(CC2)CC=2C=C3CN(C(C3=CC2)=O)C2C(NC(CC2)=O)=O)C1